BrC=1C2=C(C=NC1)C(CCO2)Cl 8-bromo-4-chloro-3,4-dihydro-2H-pyrano[3,2-c]pyridine